Tert-butyl (S)-9-bromo-10-chloro-6-oxo-3,4,12,12a-tetrahydro-6H-benzo[f]pyrazino[2,1-c][1,4]oxazepine-2(1H)-carboxylate BrC1=C(C2=C(C(N3[C@H](CO2)CN(CC3)C(=O)OC(C)(C)C)=O)C=C1)Cl